N1C[C@H](CC1)C(C(=O)O)C 2-((R)-pyrrolidin-3-yl)propionic acid